(±)-[trans-2-chlorocarbonyl cyclopropyl] acetate C(C)(=O)O[C@H]1[C@@H](C1)C(=O)Cl |r|